Tris(3-pentyloctyl) 9,9',9''-(((2R,3R,4R,5R)-5-(hydroxymethyl)tetrahydrofuran-2,3,4-triyl)tris(oxy))trinonanoate OC[C@@H]1[C@H]([C@H]([C@@H](O1)OCCCCCCCCC(=O)OCCC(CCCCC)CCCCC)OCCCCCCCCC(=O)OCCC(CCCCC)CCCCC)OCCCCCCCCC(=O)OCCC(CCCCC)CCCCC